ClC(=O)Cl chloroketon